(S)-2-amino-N-(2-(4'-(trifluoromethoxy)[1,1'-biphenyl]-4-yl)ethyl)butanamide hydrochloride Cl.N[C@H](C(=O)NCCC1=CC=C(C=C1)C1=CC=C(C=C1)OC(F)(F)F)CC